NCCNCC1=CC=C(CC[Si](OC)(OC)OC)C=C1 4-(2-aminoethylaminomethyl)phenethyltrimethoxysilane